N1(N=NN=C1)C[C@H](C)OC1=CN=CC=N1 6-{[(2S)-1-(1H-tetrazol-1-yl)propan-2-yl]Oxy}pyrazine